tert-butyl (2R,6S)-4-[2-[(1-tert-butoxycarbonylpyrrolidin-3-yl)methoxy]-8-[(7-fluoro-2-methyl-indazol-5-yl)carbamoyl]quinazolin-5-yl]-2,6-dimethyl-piperazine-1-carboxylate C(C)(C)(C)OC(=O)N1CC(CC1)COC1=NC2=C(C=CC(=C2C=N1)N1C[C@H](N([C@H](C1)C)C(=O)OC(C)(C)C)C)C(NC1=CC2=CN(N=C2C(=C1)F)C)=O